6-((5-(2-hydroxyethyl)-4-methylthiazol-2-yl)amino)nicotinic acid OCCC1=C(N=C(S1)NC1=NC=C(C(=O)O)C=C1)C